N-Methoxy-N-METHYLAMINE HYDROCHLORIDE Cl.CONC